C1(=CC(=CC(=C1)C(=O)O)C(=O)O)C(=O)O benzene-1,3,5-triyltricarboxylic acid